N-(1-methylcyclopropyl)-2-(3-pyridyl)indazole-4-carboxamide CC1(CC1)NC(=O)C=1C2=CN(N=C2C=CC1)C=1C=NC=CC1